COC(CC(C(CCl)Cl)(C)C)=O 4,5-dichloro-3,3-dimethylpentanoic acid methyl ester